(1S)-6-chloro-1-[(1,3-dioxan-5-yl)methyl]-2-[4-(trifluoromethyl)pyrimidin-2-yl]-2,3,4,9-tetrahydro-1H-pyrido[3,4-b]indole ClC=1C=C2C3=C(NC2=CC1)[C@@H](N(CC3)C3=NC=CC(=N3)C(F)(F)F)CC3COCOC3